5-methoxy-2-[4-phenyl-3-(trifluoromethyl)-1,2-oxazol-5-yl]phenol COC=1C=CC(=C(C1)O)C1=C(C(=NO1)C(F)(F)F)C1=CC=CC=C1